C1(CC1)C1=NN=C(O1)C12CCC(CC1)(CC2)CN(C(=O)C21CC(C2)(C1)F)C1=CC(=CC=C1)C=1C=NC(=NC1)OC N-((4-(5-cyclopropyl-1,3,4-oxadiazol-2-yl)bicyclo[2.2.2]octan-1-yl)methyl)-3-fluoro-N-(3-(2-methoxypyrimidin-5-yl)phenyl)bicyclo[1.1.1]pentane-1-carboxamide